NC1=C(C=NC=C1)C1(CC1)NCC(=O)OCC1=CC=CC=C1 benzyl 2-{[1-(4-aminopyridin-3-yl)cyclopropyl]amino}acetate